N1(CCC1)CCC=1C(=CC(N(C1)C(C(=O)N[C@@H](CC(=O)OCC)C=1C=C(C=C(C1F)C)C1=C(C(=CC=C1C)OC)C)CC(C)C)=O)C(F)(F)F ethyl (3S)-3-(2-(5-(2-(azetidin-1-yl)ethyl)-2-oxo-4-(trifluoromethyl)pyridin-1(2H)-yl)-4-methylpentanamido)-3-(4-fluoro-3'-methoxy-2',5,6'-trimethyl-[1,1'-biphenyl]-3-yl)propanoate